Methyl 5-((benzyl (2-hydroxyethyl) amino) methyl)-1H-imidazole-4-carboxylate C(C1=CC=CC=C1)N(CCO)CC1=C(N=CN1)C(=O)OC